N1CC(C1)N1CC=2C=CC(=NC2CC1)NC1=NC=C(C(=N1)C1=CC2=C(N(N=C2C=C1)C)C(C)C)F 6-(azetidin-3-yl)-N-(5-fluoro-4-(3-isopropyl-2-methyl-2H-indazol-5-yl)pyrimidin-2-yl)-5,6,7,8-tetrahydro-1,6-naphthyridin-2-amine